N-(6-chloro-2-cyano-4-methyl-3-pyridyl)acetamide ClC1=CC(=C(C(=N1)C#N)NC(C)=O)C